BrC1=CC(=CC(=C1)C1CC1)Br 1,3-dibromo-5-cyclopropyl-benzene